methyl 1-{5-[({[4-methyl-2-(piperidin-1-yl)phenyl](5-methylfuran-2-yl)methyl}carbamoyl)methyl]pyrimidin-2-yl}piperidine-4-carboxylate CC1=CC(=C(C=C1)C(C=1OC(=CC1)C)NC(=O)CC=1C=NC(=NC1)N1CCC(CC1)C(=O)OC)N1CCCCC1